tert-Butyl 7-(5-(2-(dimethylphosphoryl)-4-fluorophenoxy)pyrimidin-4-yl)-2,7-diazaspiro[4.4]nonane-2-carboxylate CP(=O)(C)C1=C(OC=2C(=NC=NC2)N2CC3(CCN(C3)C(=O)OC(C)(C)C)CC2)C=CC(=C1)F